N1N=CC2=C(C=CC=C12)CN(C)CC1=CC(=NC=C1)C=1C=C2CN(C(C2=CC1)=O)C1C(NC(CC1)=O)=O 3-(5-(4-((((1H-indazol-4-yl)methyl)(methyl)amino)methyl)pyridin-2-yl)-1-oxoisoindolin-2-yl)piperidine-2,6-dione